ClC=1C=C(C=CC1F)NC(N(CC1=NNC=2CCCCC12)C1=CC=C(C=C1)OC)=O (3-Chloro-4-fluorophenyl)-1-(4-methoxyphenyl)-1-((4,5,6,7-tetrahydro-1H-indazol-3-yl)methyl)urea